dimethyl({2-[4-(4,4,5,5-tetramethyl-1,3,2-dioxaborolan-2-yl)pyrazol-1-yl]ethyl})amine CN(CCN1N=CC(=C1)B1OC(C(O1)(C)C)(C)C)C